(2-(((8,8-dimethyl-1-oxaspiro[4.5]dec-2-yl)oxy)methyl)phenyl)methanol CC1(CCC2(CCC(O2)OCC2=C(C=CC=C2)CO)CC1)C